C1(=CC=CC=C1)C=1C(=NC=CN1)C(=O)N1[C@@H]2[C@@H](C[C@H](C1)C2)OC2=NC=C(C=C2)C(F)(F)F (3-Phenylpyrazin-2-yl)((1S,4R,6R)-6-((5-(trifluoromethyl)pyridin-2-yl)oxy)-2-azabicyclo[2.2.1]hept-2-yl)methanone